C(CC)[N+](CCC)(CCC)CCC N,N,N-tripropyl-1-propanaminium